((2R,3R,4R,5S)-3,4-dihydroxy-5-((4-(trifluoromethyl)pyrimidin-2-yl)amino)tetrahydro-2H-pyran-2-yl)methyl 4-methylbenzenesulfonate CC1=CC=C(C=C1)S(=O)(=O)OC[C@H]1OC[C@@H]([C@H]([C@H]1O)O)NC1=NC=CC(=N1)C(F)(F)F